OC1=C(C(=CC(=C1)C)C)C1=CC=C(N=N1)N1C[C@@H](OCC1)C(=O)N(C)C (2R)-4-[6-(2-hydroxy-4,6-dimethylphenyl)pyridazin-3-yl]-N,N-dimethylmorpholine-2-carboxamide